ClC=1C=C2C(=C3C4(NC(NC13)=O)CCCCC4)OC(=C2)C(=O)N(CC=2C(=NN(C2C)C)C)C 5'-chloro-N-methyl-7'-oxo-N-[(trimethyl-1H-pyrazol-4-yl)methyl]-7',8'-dihydro-6'H-spiro[cyclohexane-1,9'-furo[2,3-f]quinazoline]-2'-carboxamide